2,5-dioxopyrrolidin-1-yl (S)-30-(4-(2,5-dioxo-2,5-dihydro-1H-pyrrol-1-yl) butanamido)-27,31-dioxo-2,5,8,11,14,17,20,23-octaoxa-26,32-diazahexatriacontan-36-oate O=C1N(C(C=C1)=O)CCCC(=O)N[C@@H](CCC(NCCOCCOCCOCCOCCOCCOCCOCCOC)=O)C(NCCCC(=O)ON1C(CCC1=O)=O)=O